tert-butyl 4-hydroxy-4-(pyridin-2-yl)piperidine-1-carboxylate OC1(CCN(CC1)C(=O)OC(C)(C)C)C1=NC=CC=C1